3-((4-((4-(4-((1R,2S)-6-hydroxy-2-phenyl-1,2,3,4-tetrahydronaphthalen-1-yl)phenyl)piperazin-1-yl)methyl)phenyl)amino)piperidine-2,6-dione OC=1C=C2CC[C@@H]([C@@H](C2=CC1)C1=CC=C(C=C1)N1CCN(CC1)CC1=CC=C(C=C1)NC1C(NC(CC1)=O)=O)C1=CC=CC=C1